F[C@H]1C[C@H](N2N=C(N=C21)S(=O)(=O)C2CC(C2)C#N)C2=CC=CC=C2 3-[[(5S,7S)-7-fluoro-5-phenyl-6,7-dihydro-5H-pyrrolo[1,2-b][1,2,4]triazol-2-yl]sulfonyl]cyclobutanecarbonitrile